NC=1C(=C(C=C2C=C(N=CC12)NC(OC1CC(C1)C#N)=O)C=1C=NC=C(C1C)N)F 3-Cyanocyclobutyl (8-amino-6-(5-amino-4-methylpyridin-3-yl)-7-fluoroisoquinolin-3-yl)carbamate